3-[4-(methoxycarbonylamino)phenyl]-8-methyl-imidazo[1,2-a]pyridine-6-carboxylic acid methyl ester COC(=O)C=1C=C(C=2N(C1)C(=CN2)C2=CC=C(C=C2)NC(=O)OC)C